5-(2-((1H-indol-3-yl)methylene)hydrazinyl)-2-(pyridin-4-yl)-[1,2,4]-triazole N1C=C(C2=CC=CC=C12)C=NNC=1N=CN(N1)C1=CC=NC=C1